CC(C=O)(C=O)C 2,2-dimethyl-malonaldehyde